BrC1=C(C=C(C(=C1)OC)CC(C)C)OC 1-Bromo-4-isobutyl-2,5-dimethoxybenzene